8-bromo-2-chloro-N-(cyclopropylmethyl)-N-[1-(2-pyrimidin-2-yl-1,2,4-triazol-3-yl)ethyl]-6-(trifluoromethyl)quinazolin-4-amine BrC=1C=C(C=C2C(=NC(=NC12)Cl)N(C(C)C=1N(N=CN1)C1=NC=CC=N1)CC1CC1)C(F)(F)F